OCCNC(=O)C1=NN2C(CNCCC2)=C1 N-(2-hydroxyethyl)-5,6,7,8-tetrahydro-4H-pyrazolo[1,5-a][1,4]diazepine-2-carboxamide